C(CCCCCCC\C=C/C\C=C/CCCCC)(=O)OCC(COC(C=C)=O)COC(CCC(OCCCC\C=C/CC)OCCCC\C=C/CC)=O 3-(acryloyloxy)-2-(((4,4-bis(((Z)-oct-5-en-1-yl)oxy)butanoyl)oxy)methyl)propyl (9Z,12Z)-octadeca-9,12-dienoate